COC1=NC2=CC(=C3C(=NC4=CC(=C5C(=NC6=CC(=C1C1=C6C5=C4C3=C21)OC)OC)OC)OC)OC 2,3,6,7,10,11-hexamethoxy-1,5,9-triazacoronene